bis(6-(((Z)-non-2-en-1-yl)oxy)-6-oxohexyl) 2-((3-(azetidin-1-yl)propanoyl)oxy)-malonate N1(CCC1)CCC(=O)OC(C(=O)OCCCCCC(=O)OC\C=C/CCCCCC)C(=O)OCCCCCC(=O)OC\C=C/CCCCCC